1-ethyl-3-(3-methyl-isoxazol-5-yl)-1H-pyrazol C(C)N1N=C(C=C1)C1=CC(=NO1)C